OC(CNC(=O)N1CC2(CCN3N=C(C=C32)C=3C=NC2=CC=CC=C2C3)C1)(C)C N-(2-hydroxy-2-methylpropyl)-2'-(quinolin-3-yl)-5',6'-dihydrospiro[azetidine-3,4'-pyrrolo[1,2-b]pyrazole]-1-carboxamide